CC1=NC(=NC(=C1)C)N1C[C@@H]2[C@H](C1)CN(C2)C(=O)C=2C(=NN1C2N=CC=C1)C1=CC=CC=C1 ((3aR,6aS)-5-(4,6-dimethylpyrimidin-2-yl)hexahydropyrrolo[3,4-c]pyrrol-2(1H)-yl)(2-phenylpyrazolo[1,5-a]pyrimidin-3-yl)methanone